CN(CCCN)C N-methyl-N-(3-aminopropyl)methylamine